N-Methyl-N-ethylethanolamine CN(CCO)CC